tert-Butyl (R)-3-benzyl-4-(((S)-2-((tert-butoxycarbonyl)amino)propyl)(methyl)amino)-4-oxobutanoate C(C1=CC=CC=C1)[C@H](CC(=O)OC(C)(C)C)C(=O)N(C)C[C@H](C)NC(=O)OC(C)(C)C